N-acetoxy-3-[3,4-(methylenedioxy)phenyl]propanamide C(C)(=O)ONC(CCC1=CC2=C(C=C1)OCO2)=O